OC(C)(C)C=1C=C(C=NC1)C1=CC=2C3=C(C=NC2C=C1)N(C(N3C[C@H](C)OC)=O)C 8-[5-(2-hydroxy-propan-2-yl)pyridin-3-yl]-1-[(2S)-2-methoxy-propyl]-3-methylimidazo[4,5-c]quinolin-2-one